2-benzyl-2-(((2R,3S,4R,5R)-5-(2-chloro-6-(isopropylamino)-9H-purin-9-yl)-3-ethynyl-3,4-dihydroxytetrahydrofuran-2-yl)methoxy)malonic acid C(C1=CC=CC=C1)C(C(=O)O)(C(=O)O)OC[C@H]1O[C@H]([C@@H]([C@@]1(O)C#C)O)N1C2=NC(=NC(=C2N=C1)NC(C)C)Cl